(4-(6-((4-cyano-2-fluorobenzyl) oxy) pyridin-2-yl) piperidin-1-yl) methyl-1-(oxetan-2-ylmethyl)-4-((trimethylsilyl) ethynyl)-1H-benzo[d]imidazole-6-carboxylate CC1=NC2=C(N1CC1OCC1)C=C(C=C2C#C[Si](C)(C)C)C(=O)ON2CCC(CC2)C2=NC(=CC=C2)OCC2=C(C=C(C=C2)C#N)F